3-tert-butyl-4-hydroxypyrrolidine C(C)(C)(C)C1CNCC1O